2-[[(3S)-3-methylpiperidin-1-yl]methyl]-4-methylsulfonyl-1-(2-trimethylsilylethoxymethyl)-6H-pyrrolo[2,3-c]pyridin-7-one C[C@@H]1CN(CCC1)CC1=CC2=C(C(NC=C2S(=O)(=O)C)=O)N1COCC[Si](C)(C)C